N-((1-cyclohexyl-1,6-dihydrodipyrrolo[2,3-b:2',3'-d]Pyridin-2-yl)methyl)-4-fluoroaniline C1(CCCCC1)N1C(=CC=2C1=C1C(=NC2)NC=C1)CNC1=CC=C(C=C1)F